Oxaloacetat C(=O)(C(=O)O)CC(=O)[O-]